((R)-3-cyclohexyl-2-(4-((4-methylpiperazin-1-yl)sulfonyl)benzamido)propanoyl)-4-(5-(2-hydroxypropan-2-yl)-1H-1,2,3-triazol-1-yl)pyrrolidine-2-carboxamide C1(CCCCC1)C[C@H](C(=O)N1C(CC(C1)N1N=NC=C1C(C)(C)O)C(=O)N)NC(C1=CC=C(C=C1)S(=O)(=O)N1CCN(CC1)C)=O